7-benzyl-1-(3-hydroxypropyl)-3-methyl-8-(o-tolyloxy)-1H-purine-2,6(3H,7H)-dione C(C1=CC=CC=C1)N1C(=NC=2N(C(N(C(C12)=O)CCCO)=O)C)OC1=C(C=CC=C1)C